FC=1C=C(C=CC1)C1(CC1)C=1C(=C(C(=O)N)C=CC1)C (1-(3-fluorophenyl)cyclopropyl)-2-methylbenzamide